OC1=CC=C(C=C1)C(C1=CC=CC=C1)(C1=CC=C(C=C1)O)C1=CC=C(C=C1)O Tri-(4-hydroxyphenyl)-phenylmethan